C(CCCC)NS(=O)(=O)C1=CC(=CC=C1)Cl N-amyl-3-chlorobenzenesulfonamide